NC[C@@]1(CN(CC1)C1=NN2C(S1)=NC=C2C2=C(C=C(C=C2)F)OC)O (S)-3-(aminomethyl)-1-(5-(4-fluoro-2-methoxyphenyl)imidazo[2,1-b][1,3,4]thiadiazol-2-yl)pyrrolidin-3-ol